OC1=CC=CC(=N1)N([C@@H](C)C(=O)OC)C methyl N-(6-hydroxypyridin-2-yl)-N-methylalaninate